C(C)(C)(C)CN(C(O)=O)[C@@H]1COC2=C1C=C(C(=C2)Br)F.O(C2=CC=CC=C2)P(=O)CO[C@@H](CN2C1=NC=NC(=C1N=C2)N)C 9-[(R)-2-[(phenoxyphosphinyl)methoxy]propyl]adenine (S)-tert-butyl-(6-bromo-5-fluoro-2,3-dihydrobenzofuran-3-yl)(methyl)carbamate